2,2,2-trichloroethyl (R)-4,4,4-trifluoro-3-hydroxybutanoate FC([C@@H](CC(=O)OCC(Cl)(Cl)Cl)O)(F)F